3-[2-(4-morpholinyl)ethoxy]propionitrile N1(CCOCC1)CCOCCC#N